2-bromo-4-chloro-3,6-difluoro-benzonitrile BrC1=C(C#N)C(=CC(=C1F)Cl)F